C(C)OC1=C(C=CC(=C1)C1=NC=NC(=C1)NCCC=1C2=C(SC1C)C(=CC(=C2)F)C)C2=CC(=NO2)O 5-(2-Ethoxy-4-{6-[2-(5-fluoro-2,7-dimethyl-benzo[b]thiophen-3-yl)-ethylamino]-pyrimidin-4-yl}-phenyl)-isoxazol-3-ol